FC1=CC(=CC=2C(=COC21)C)C2=CC=NC(=N2)C 6-(7-fluoro-3-methyl-1-benzofuran-5-yl)-2-methylpyrimidin